4-(aminomethyl)-3-(trifluoromethyl)phenyl-6,7-dimethoxyphthalazin-1(2H)-one hydrochloride Cl.NCC1=C(C=C(C=C1)N1C(C2=CC(=C(C=C2C=N1)OC)OC)=O)C(F)(F)F